C(C=C)(=O)OCC1=CC=C(C=C1)B(O)O 4-(acryloxymethyl)-phenylboronic acid